(2S,4R)-1-[(2S)-2-{[(tert-butoxy)carbonyl]amino}-3,3-dimethylbutanoyl]-4-hydroxypyrrolidine-2-carboxylic acid C(C)(C)(C)OC(=O)N[C@H](C(=O)N1[C@@H](C[C@H](C1)O)C(=O)O)C(C)(C)C